tert-butyl ((5-(2-chloro-3-fluoropyridin-4-yl)-2-methyl-2H-1,2,3-triazol-4-yl)methyl)(methyl)carbamate ClC1=NC=CC(=C1F)C=1C(=NN(N1)C)CN(C(OC(C)(C)C)=O)C